C(C1=CC=CC=C1)OC(=O)N[C@@H]1[C@@H]2CC[C@@H](C2)[C@@]12C[C@@H](CCC2)C(=O)OCC ethyl (1S,2R,3R,3'R,4R)-3-(((benzyloxy)carbonyl)amino)spiro[bicyclo[2.2.1]heptane-2,1'-cyclohexane]-3'-carboxylate